dimethyl-bis(2-methyl-4-(4-trifluoromethylphenyl)indenyl)silane C[Si](C1C(=CC2=C(C=CC=C12)C1=CC=C(C=C1)C(F)(F)F)C)(C1C(=CC2=C(C=CC=C12)C1=CC=C(C=C1)C(F)(F)F)C)C